oleic acid sulfide C(CCCCCCCC1C(CCCCCCCC)S1)(=O)O